NC1=C(N=CC2=C(C=CC=C12)C1=NN=CN1C)C(=O)NCCC 4-amino-8-(4-methyl-4H-1,2,4-triazol-3-yl)-N-propylisoquinoline-3-carboxamide